5-chloro-7-(morpholino(pyridin-4-yl)methyl)quinolin-8-ol ClC1=C2C=CC=NC2=C(C(=C1)C(C1=CC=NC=C1)N1CCOCC1)O